(4-methoxy-1H-indole-2-carbonyl)-D-leucine COC1=C2C=C(NC2=CC=C1)C(=O)N[C@H](CC(C)C)C(=O)O